ClC1=C(C=CC(=C1Cl)OC1=CC=CC=C1)C(=O)C1=CNC2=NC=CC(=C21)N[C@H]2CO[C@@H](CC2)CO (2,3-dichloro-4-phenoxyphenyl)(4-(((3R,6S)-6-(hydroxymethyl)tetrahydro-2H-pyran-3-yl)amino)-1H-pyrrolo[2,3-b]pyridin-3-yl)methanone